O=C1C(=CC2=C(N=CN=C2)N1)C(N)=N 7-oxo-7,8-dihydropyrido[2,3-d]pyrimidine-6-carboximidamide